N1=NC=C2N1CC1(C2N)CCNCC1 4'h,6'h-spiro[piperidin-4,5'-pyrrolo[1,2-c][1,2,3]triazol]-4'-amine